Trans-ethyl 6-{[(tert-butoxy)carbonyl](1-[(tert-butoxy)carbonyl]-5-methyl-1H-pyrazol-3-yl)amino}-5-fluoro-2-[(5-hydroxyadamantan-2-yl)amino]pyrimidine-4-carboxylate C(C)(C)(C)OC(=O)N(C1=C(C(=NC(=N1)NC1C2CC3CC(CC1C3)(C2)O)C(=O)OCC)F)C2=NN(C(=C2)C)C(=O)OC(C)(C)C